4-(2-chlorophenyl)-2-oxobut-3-enoic acid ClC1=C(C=CC=C1)C=CC(C(=O)O)=O